N-(2,4-dimethoxybenzyl)-O-methyl-hydroxylamine COC1=C(CNOC)C=CC(=C1)OC